4-((4,5-diphenyl)-1H-imidazol-2-yl)benzoic acid C1(=CC=CC=C1)C=1N=C(NC1C1=CC=CC=C1)C1=CC=C(C(=O)O)C=C1